ClC=1C=C(NC2=C(C=NC3=CC(=C(C=C23)NC(C(=O)O)=O)OCC)C#N)C=CC1OCC1=NC=CC=C1 2-({4-[3-chloro-4-(2-pyridylmethoxy)anilino]-3-cyano-7-ethoxy-6-quinolinyl}amino)-2-oxoacetic acid